zinc dibutyl-dithiophosphate salt C(CCC)SP(=S)(OCCCC)[O-].[Zn+]